1,1,1,3,3,3-hexafluoro-2-(2'-fluoro-6'-isopropyl-4'-((6-(methylsulfonyl)-2,6-diazaspiro[3.3]heptan-2-yl)methyl)-[1,1'-biphenyl]-4-yl)propan-2-ol FC(C(C(F)(F)F)(O)C1=CC=C(C=C1)C1=C(C=C(C=C1C(C)C)CN1CC2(C1)CN(C2)S(=O)(=O)C)F)(F)F